2-methyl-naphthalene CC1=CC2=CC=CC=C2C=C1